C(C)(=O)NCC1=CC=C(CSC2=C(C(=C(C(=N2)SC(C(=O)N)C2=CC=CC=C2)C#N)CC)C#N)C=C1 2-(6-(4-(acetamidomethyl)benzylsulfanyl)-3,5-dicyano-4-ethylpyridin-2-ylsulfanyl)-2-phenylacetamide